[C@H]12[C@@H](C[C@H](CC1)C2)NC(CN2C(C(=CC=C2)NC([C@H](CCC(C(=O)N)=O)NC(=O)C=2OC1=C(C2C)C=CC=C1)=O)=O)=O (S)-N1-(1-(2-((1S,2R,4R)-Bicyclo[2.2.1]heptan-2-ylamino)-2-oxoethyl)-2-oxo-1,2-dihydropyridin-3-yl)-2-(3-methylbenzofuran-2-carboxamido)-5-oxohexandiamid